methyl (S)-3-(((R)-tert-butylsulfinyl)amino)-3-ethylhept-6-enoate C(C)(C)(C)[S@@](=O)N[C@](CC(=O)OC)(CCC=C)CC